sulfur Dibutyl-tin C(CCC)[Sn]CCCC.[S]